6-[3-chloro-4-(2-hydroxypropoxy)-5-methylphenyl]-5-methyl-4,5-dihydro-2H-pyridazin-3-one ClC=1C=C(C=C(C1OCC(C)O)C)C=1C(CC(NN1)=O)C